[3-[5-[1-(trifluoromethyl)cyclopropyl]-1,2,4-oxadiazol-3-yl]azetidin-1-yl]methanone FC(C1(CC1)C1=NC(=NO1)C1CN(C1)C=O)(F)F